(Z)-5-(4-acetylbenzylidene)-3-benzyloxazolidine-2,4-dione C(C)(=O)C1=CC=C(\C=C/2\C(N(C(O2)=O)CC2=CC=CC=C2)=O)C=C1